Bromo-3,3-difluoro-1'h-spiro[cyclobutane-1,4'-isoquinoline]-1',3'(2'h)-dione BrN1C(C2=CC=CC=C2C2(C1=O)CC(C2)(F)F)=O